[Br-].C(C(C)(C)C)[Zn+] Neopentylzinc(II) bromide